CC1(O[C@@H]2[C@H](O1)C(OC2O)COC(C2=CC=CC=C2)(C2=CC=CC=C2)C2=CC=CC=C2)C (3aR,6aR)-2,2-dimethyl-6-((triphenylmethoxy)methyl)tetrahydrofuro[3,4-d][1,3]Dioxole-4-ol